COC(CC1=C(C=C(C=C1)Br)Cl)=O (4-bromo-2-chlorophenyl)acetic acid methyl ester